N1=C(C(=CC=C1)NC1=NC(=NC=C1)NC1=CC(=C(C(=C1)OC)OC)OC)C1=NC=CC=C1 N4-(2,2'-bipyridin-3-yl)-N2-(3,4,5-trimethoxyphenyl)pyrimidine-2,4-diamine